NCC(C(=O)O)C β-aminoisobutyric Acid